(S)-quinuclidin-3-yl (7-(3,4-difluorophenyl)-1,2,3,4-tetrahydronaphthalen-1-yl)carbamate FC=1C=C(C=CC1F)C1=CC=C2CCCC(C2=C1)NC(O[C@@H]1CN2CCC1CC2)=O